FC=1C=C(C(=O)N)C=CC1O 3-fluoro-4-hydroxybenzamide